C(CC)C1=C(C=CC2=CC=CC=C12)C=C propyl-2-vinyl-naphthalene